C(C)C=1C(NC=2C=C(C(NC2C1)=O)CO)=O 3-Ethyl-7-(hydroxymethyl)-1,5-dihydro-1,5-naphthyridine-2,6-dione